NC1=NC=2C=C(C(=CC2C2=C1C=NN2C)C(=O)N2C(CCCC2)C=2C=CC1=C(N=C(S1)C1CCN(CC1)C)C2)F (4-amino-7-fluoro-1-methyl-1H-pyrazolo[4,3-c]quinolin-8-yl)(2-(2-(1-Methylpiperidin-4-yl)benzo[d]thiazol-5-yl)piperidin-1-yl)methanone